trans-4-decene CCC\C=C\CCCCC